C(C)N1CC2=C(CC1)N=C(S2)NC(=O)NC2=CC(=CC=C2)C(C)SC2=NN=CN2C 1-(5-ethyl-4,5,6,7-tetrahydrothiazolo[5,4-c]pyridin-2-yl)-3-(3-(1-((4-methyl-4H-1,2,4-triazol-3-yl)thio)ethyl)phenyl)urea